8-(tert-butyl) 2-ethyl (1s,2s,5r)-3,8-diazabicyclo[3.2.1]octane-2,8-dicarboxylate [C@@H]12[C@H](NC[C@@H](CC1)N2C(=O)OC(C)(C)C)C(=O)OCC